C(#N)C=1C=NN2C1C(=CC(=C2)C=2N=NN(C2C)C2CCN(CC2)C(=O)OC(C)(C)C)O[C@H](C)C2=NN(C=C2)C tert-Butyl 4-[4-[3-cyano-4-[(1R)-1-(1-methylpyrazol-3-yl)ethoxy]pyrazolo[1,5-a]pyridin-6-yl]-5-methyl-triazol-1-yl]piperidine-1-carboxylate